2-((2R,5R)-5-(3-((((9H-fluoren-9-yl)methoxy)carbonyl)amino)propyl)-3,6-dioxopiperazin-2-yl)acetic acid C1=CC=CC=2C3=CC=CC=C3C(C12)COC(=O)NCCC[C@H]1NC([C@H](NC1=O)CC(=O)O)=O